N1=C(C=CC=C1)[C@@H](C)OC=1C=2N(C=CC1)N=CC2C#N 4-[(1R)-1-(2-pyridinyl)ethoxy]pyrazolo[1,5-a]pyridine-3-carbonitrile